CN1N=C2C(CN(C=3C(=NC=CC23)NC(=O)C2CC2)C)=N1 N-(2,5-dimethyl-4,5-dihydro-2H-[1,2,3]triazolo[4,5-c][1,7]naphthyridin-6-yl)cyclopropanecarboxamide